F[C@@H]1C[C@@H](N2N=C(N=C21)C(=O)[C@H]2[C@@H](C2)F)C2=CC=CC=C2 ((5R,7R)-7-fluoro-5-phenyl-6,7-dihydro-5H-pyrrolo[1,2-b][1,2,4]triazol-2-yl)((1S,2R)-2-fluorocyclopropyl)methanone